OC1=CC=C(C=C1)N1N=NC(=C1)CN1C2(C3=CC=CC=C3C(C1)=O)CCCCC2 2'-((1-(4-hydroxyphenyl)-1H-1,2,3-triazol-4-yl)methyl)-2',3'-dihydro-4'H-spiro[cyclohexane-1,1'-isoquinolin]-4'-one